2-(4-ethynylpiperidin-1-yl)thiazole C(#C)C1CCN(CC1)C=1SC=CN1